C(C)(C)(C)OC(=O)N1CC(C1)(C)C(C1=CC=C(C=C1)S(F)(F)(F)(F)F)O 3-(hydroxy(4-(pentafluoro-λ6-sulfaneyl)phenyl)methyl)-3-methylazetidine-1-carboxylic acid tert-butyl ester